5-(2-(4-((2-(2,7-diazaspiro[3.5]nonan-2-yl)pyrimidin-4-yl)methoxy)phenyl)propan-2-yl)-3-chloro-2-(2-chloroethoxy)benzonitrile trifluoroacetate FC(C(=O)O)(F)F.C1N(CC12CCNCC2)C2=NC=CC(=N2)COC2=CC=C(C=C2)C(C)(C)C=2C=C(C(=C(C#N)C2)OCCCl)Cl